phenyl-(3-phenylbenzo[4,5]imidazo[2,1-b]thiazole-2-yl)methanone C1(=CC=CC=C1)C(=O)C1=C(N2C(S1)=NC1=C2C=CC=C1)C1=CC=CC=C1